6-chloro-3-methoxy-1-methyl-2-(4-((4-(pyrrolidin-1-yl)cyclohexyl)oxy)-phenyl)quinolin-4(1H)-one ClC=1C=C2C(C(=C(N(C2=CC1)C)C1=CC=C(C=C1)OC1CCC(CC1)N1CCCC1)OC)=O